6-Methoxy-7-(2-methoxyethoxy)-1,5-naphthyridin-4-ol COC=1N=C2C(=CC=NC2=CC1OCCOC)O